ClC1=C(C=C2C=C(C=NC2=C1)OCC1=CC=C(C=C1)OC)F 7-chloro-6-fluoro-3-[(4-methoxybenzyl)oxy]quinolin